CC1(O[C@@H]([C@H](O1)C(O)(C1=CC=CC=C1)C1=CC=CC=C1)C(O)(C1=CC=CC=C1)C1=CC=CC=C1)C (4S,5S)-2,2-dimethyl-α,α,α',α'-tetraphenyldioxolane-4,5-dimethanol